C12C(C3CC(CC(C1)C3)C2)NCCNC(=O)C2=CN(C(=C2C)C2=C(C=C(C=C2)Cl)Cl)C2=CC=C(C=C2)Cl N-(2-((1r,3r,5r,7r)-adamantan-2-ylamino)ethyl)-1-(4-chloro-phenyl)-5-(2,4-dichloro-phenyl)-4-methyl-1H-pyrrole-3-carboxamide